(Tetrabutyl)Tin C(CCC)[Sn](CCCC)(CCCC)CCCC